(6-(4-((1H-indazol-5-yl)amino)pyrimidin-2-yl)-1H-indol-2-yl)(4-(4-methyl-piperazin-1-yl)piperidin-1-yl)methanone N1N=CC2=CC(=CC=C12)NC1=NC(=NC=C1)C1=CC=C2C=C(NC2=C1)C(=O)N1CCC(CC1)N1CCN(CC1)C